Cl.CN1N=CC(=C1)C=1C=CC=2N(C1)C=C(N2)C2CCC(CC2)CN 1-{(1r,4r)-4-[6-(1-methyl-1H-pyrazol-4-yl)imidazo[1,2-a]pyridin-2-yl]cyclohexyl}methanamine, hydrochloride salt